N2-isobutyryl-3'-tert-butyl-dimethylsilyl-2'-benzoyl-guanosine C(C(C)C)(=O)NC=1NC(C=2N=CN([C@H]3[C@](O)([C@](O)([C@@H](CO)O3)[Si](C)(C)C(C)(C)C)C(C3=CC=CC=C3)=O)C2N1)=O